C(CCC)C(C(=O)OCC1(CC1)N1N=C(C=C1C)CCN)(CC=1N=C(SC1Cl)Cl)NC(C)=O (1-(3-(2-aminoethyl)-5-methyl-1H-pyrazol-1-yl)cyclopropyl)methanol butyl-3-(dichloro-1,3-thiazol-4-yl)-2-acetamidopropanoate